[Na].[Na].OC=C hydroxyethylene disodium salt